ClC=1N(C(N(N1)C)=O)C1=CC=C(C=C1)C1=NOC(=N1)C(F)(F)F 5-chloro-2-methyl-4-[4-[5-(trifluoromethyl)-1,2,4-oxadiazol-3-yl]phenyl]-1,2,4-triazol-3-one